C(C)(C)C1(CC(=CC(=C1)C(C)C)C(C)C)CC[Mg] 1,3,5-triisopropylphenylethylmagnesium